[4-[(Z)-2-(3,5-dihydroxyphenyl) vinyl] phenyl] bisulfate S(OC1=CC=C(C=C1)\C=C/C1=CC(=CC(=C1)O)O)(O)(=O)=O